2-(3-(4-((1H-pyrazol-4-yl)amino)-6-chloro-5-ethoxyquinazolin-2-yl)phenoxy)-N-(tert-butyl)acetamide bistrifluoroacetic acid salt FC(C(=O)O)(F)F.FC(C(=O)O)(F)F.N1N=CC(=C1)NC1=NC(=NC2=CC=C(C(=C12)OCC)Cl)C=1C=C(OCC(=O)NC(C)(C)C)C=CC1